C(C)(C)(C)C1N(CC[C@H]([C@H]1NC(CN1C(C2=CC=C(C=C2C(=N1)C(C)C)Br)=O)=O)O)C(=O)OCC1=CC(=CC(=C1)C1=CC=NC=C1)C1=CC=NC=C1 [3,5-di(pyridine-4-yl)phenyl]methanol tert-butyl-(3S,4R)-3-(2-(6-bromo-4-isopropyl-1-oxophthalazin-2(1H)-yl)acetamido)-4-hydroxypiperidine-1-carboxylate